butyl-triethyl-bromopropyl-4,4'-bipyridine C(CCC)C1=NC=CC(=C1)C1=C(C(=NC(=C1CC)CC)CCCBr)CC